(S)-N-(cyclopropyl(2-(methylthio)pyrimidin-4-yl)methyl)-2-methylpropane-2-sulfinamide C1(CC1)C(N[S@@](=O)C(C)(C)C)C1=NC(=NC=C1)SC